2,3,4-trihydroxybenzoin OC1=C(C=CC(=C1O)O)C(=O)C(O)C1=CC=CC=C1